R-alaninol N[C@H](C)CO